NC1(COC1)CNC=1C2=C(N=C(N1)N1CCS(C3=C(C1)C=CC=C3)(=O)=O)NCC2 4-(4-(((3-aminooxetan-3-yl)methyl)amino)-6,7-dihydro-5H-pyrrolo[2,3-d]pyrimidin-2-yl)-2,3,4,5-tetrahydrobenzo[f][1,4]thiazepin-1,1-Dioxide